C(C)(C)(C)OC(=O)C12CC(C1)(C2)N 3-aminobicyclo[1.1.1]pentane-1-carboxylic acid tert-butyl ester